O1C(OCC1)C1=C(C(=O)[C@@H](CC(C)C)NC(OC(C)(C)C)=O)C=CC=C1 tert-butyl N-[(1R)-1-[2-(1,3-dioxolan-2-yl)benzoyl]-3-methyl-butyl]carbamate